C(C)(C)(C)OC(=O)N1C[C@H](CC1)[C@@H](C(=O)OC(C)(C)C)CC1=CC=C(C=C1)C1CCC(CC1)O[Si](C)(C)C(C)(C)C.COC=1C=C(C=CC1)C1CNCCC1 3-(3-methoxyphenyl)piperidine tert-butyl-(R)-3-((S)-1-(tert-butoxy)-3-(4-(4-((tert-butyldimethylsilyl)oxy)cyclohexyl)phenyl)-1-oxopropane-2-yl)pyrrolidine-1-carboxylate